tert-butyl N-[(3R)-1-[5-(azidomethyl)-2-pyridyl]-3-piperidyl]-N-(cyclobutylmethyl)carbamate N(=[N+]=[N-])CC=1C=CC(=NC1)N1C[C@@H](CCC1)N(C(OC(C)(C)C)=O)CC1CCC1